C(C1=CC=CC=C1)C1(CN(CC1)S(=O)(=O)C=1N=NN(C1)C)C=1C=C2C=NN(C2=CC1C)C=1C=CC(N(C1)C)=O 5-(5-(3-benzyl-1-((1-methyl-1H-1,2,3-triazol-4-yl)sulfonyl)pyrrolidin-3-yl)-6-methyl-1H-indazol-1-yl)-1-methylpyridin-2(1H)-one